4-(di(4-amino-3,5-diethylphenyl)ethyl)phenol NC1=C(C=C(C=C1CC)C(CC1=CC=C(C=C1)O)C1=CC(=C(C(=C1)CC)N)CC)CC